ClC1=CC(=C(C=C1)S(=O)(=O)N[C@@H]([C@H](C)C=1C(=C(C=CC1F)C1=CC=C(C=C1)Cl)C)C=1OC(NN1)=O)OC 4-chloro-N-((1S,2R)-2-(4'-chloro-4-fluoro-2-methyl-[1,1'-biphenyl]-3-yl)-1-(5-oxo-4,5-dihydro-1,3,4-oxadiazol-2-yl)propyl)-2-methoxybenzenesulfonamide